CNC(C1=CN=CC=C1NC1=NN2C(C=CC(=C2)N2C(CCC2)=O)=N1)=O N-methyl-4-((6-(2-oxopyrrolidin-1-yl)-[1,2,4]triazolo[1,5-a]Pyridin-2-yl)amino)nicotinamide